2-(4-fluoro-2-methylphenoxy)-N-(2-oxopiperidin-4-yl)-4-(trifluoromethyl)benzamide FC1=CC(=C(OC2=C(C(=O)NC3CC(NCC3)=O)C=CC(=C2)C(F)(F)F)C=C1)C